mono-3-butenyl phosphate P(=O)(OCCC=C)([O-])[O-]